(2R,4R)-4-((6-((1-(tert-butyl)-5-methyl-1H-pyrazol-3-yl)amino)-3,5-difluoropyridin-2-yl)methyl)-2-methylpiperidine-4-carboxylic acid tert-butyl ester C(C)(C)(C)OC(=O)[C@]1(C[C@H](NCC1)C)CC1=NC(=C(C=C1F)F)NC1=NN(C(=C1)C)C(C)(C)C